C(C)(C)C1=C(C=CC=C1)NC1CNC1 N-(2-isopropylphenyl)azetidin-3-amine